α-methyl-4-[(2-methyl-2-propenyl)amino]benzeneacetic acid CC(C(=O)O)C1=CC=C(C=C1)NCC(=C)C